C(C=C)(=O)N1CCC(CC1)[C@H]1CCNC=2N1N=C(C2C(=O)N)C2=CC=C(C=C2)OC2=CC=CC=C2 |r| racemic-7-(1-acryloylpiperidin-4-yl)-2-(4-phenoxyphenyl)-4,5,6,7-tetrahydropyrazolo[1,5-a]pyrimidine-3-carboxamide